C(C1=CC=CC=C1)OCCN(C(C#CC(SC)=O)(C)C)C S-methyl 4-[2-benzyloxyethyl (methyl) amino]-4-methyl-pent-2-ynethioate